dibromopropaneamidine BrC(C(=N)N)(C)Br